2-(trifluoromethyl)benzimidazole FC(C=1NC2=C(N1)C=CC=C2)(F)F